[Nd].CN(C(O)=O)C dimethylcarbamic acid Neodymium